C(C1=CC=CC=C1)C1=NC=2N(C=C(NC2CC2=CC=CC=C2)C2=CC=CC=C2)C1 2-benzyl-6-phenyl-8-benzyl-3,7-dihydroimidazo[1,2-a]pyrazine